Perfluorophenyl 5-((1H-pyrazol-1-yl)methyl)-6-(difluoromethyl)picolinate N1(N=CC=C1)CC=1C=CC(=NC1C(F)F)C(=O)OC1=C(C(=C(C(=C1F)F)F)F)F